O=S1(C[C@@H](C=C1)OS(=O)(=O)C1=CC=C(C=C1)OC1=CC=CC=C1)=O (R)-1,1-dioxido-2,3-dihydrothiophen-3-yl-4-phenoxybenzenesulfonate